4-(5-(2-((methylsulfonyl)oxy)ethyl)pyridin-2-yl)piperazine-1-carboxylic acid tert-butyl ester C(C)(C)(C)OC(=O)N1CCN(CC1)C1=NC=C(C=C1)CCOS(=O)(=O)C